N-(5-cyano-6-(2H-1,2,3-triazol-2-yl)pyridin-3-yl)-1-(6-(methylamino)pyridin-3-yl)-5-(trifluoromethyl)-1H-pyrazole-4-carboxamide C(#N)C=1C=C(C=NC1N1N=CC=N1)NC(=O)C=1C=NN(C1C(F)(F)F)C=1C=NC(=CC1)NC